NC1=NN2C(C=CC(=C2)C=2C=CC(=C(C2)NC(=O)N2OCC[C@H]2C2=CC(=CC(=C2)F)F)C)=N1 (S)-N-(5-(2-amino-[1,2,4]triazolo[1,5-a]pyridin-6-yl)-2-methylphenyl)-3-(3,5-difluorophenyl)isoxazolidine-2-carboxamide